6-bromo-1,2-dihydro-3H-indazol-3-one BrC1=CC=C2C(NNC2=C1)=O